N-(4-((6-methoxy-2-(o-tolyl)benzo[b]thiophen-3-yl)oxy)phenethyl)cyclopropylamine COC=1C=CC2=C(SC(=C2OC2=CC=C(CCNC3CC3)C=C2)C2=C(C=CC=C2)C)C1